COC1=C2C(C=C(OC2=CC(=C1OC)OC)C1=CC(=CC=C1)OC)=O 5,6,7,3'-tetramethoxyflavone